ClC1=CC2=C([C@H]3N(C[C@@H](O2)C3)C(C(C(F)F)(C)C)=O)C=C1 1-((2S,5S)-8-chloro-2,3-dihydro-2,5-methanobenzo[f][1,4]oxazepin-4(5H)-yl)-3,3-difluoro-2,2-dimethylpropan-1-one